ClC=1C=C2C(=CN1)N(N=C2C=2C=NC(=CC2)C(NC)=O)C(=O)OC(C)(C)C tert-Butyl 5-chloro-3-(6-(methylcarbamoyl)pyridin-3-yl)-1H-pyrazolo[3,4-c]pyridine-1-carboxylate